BrC=1C=CC(=C2C=C(N=CC12)Cl)C(C=O)C 2-(8-bromo-3-chloroisoquinolin-5-yl)propanal